ClC1=CC=C(C=C1)C(N1C[C@@H](N(C[C@H]1C)C=1C=2N=CN(C2N2C(N1)=NN=C2)C[C@H]2OCCC2)C)[C@H]2C(C2)(F)F 4-((2S,5R)-4-((4-chlorophenyl)((S)-2,2-difluorocyclopropyl)methyl)-2,5-dimethylpiperazin-1-yl)-1-(((S)-tetrahydrofuran-2-yl)methyl)-1H-[1,2,4]triazolo[3,4-b]purine